ClC1=NC=CC=C1C(=O)Cl 2-Chloropyridine-3-carbonyl chloride